Iso-propyl Myristate C(CCCCCCCCCCCCC)(=O)OC(C)C